lauroyl-hydroxyethyl-β-alanine sodium [Na].C(CCCCCCCCCCC)(=O)N(CCC(=O)O)CCO